C1=CC=CC=2C3=CC=CC=C3C(C12)COC(ON1C(CCC1=O)=O)=O carbonic acid (2,5-dioxopyrrolidin-1-yl) ester 9H-fluoren-9-ylmethyl ester